5-tert-butoxycarbonyl-bicyclo[2.2.1]Hept-2-ene C(C)(C)(C)OC(=O)C1C2C=CC(C1)C2